3,3-dimethyl-4-hydroxybutyric acid CC(CC(=O)O)(CO)C